1-(diacetoxyiodo)-2-isopropoxybenzene C(C)(=O)OI(C1=C(C=CC=C1)OC(C)C)OC(C)=O